ClC=1C=C(C=C(C1)F)N1C=C(C2=C1N=CN=C2N2C[C@H](N(CC2)C(=O)OC(C)(C)C)C)C2CC2 tert-Butyl (R)-4-(7-(3-chloro-5-fluorophenyl)-5-cyclopropyl-7H-pyrrolo[2,3-d]pyrimidin-4-yl)-2-methylpiperazine-1-carboxylate